2-[2-(2,2-difluoroethoxy)phenyl]-N-[5-(2-hydroxypropan-2-yl)pyridin-2-yl]-3-oxo-2,3-dihydropyridazine-4-carboxamide FC(COC1=C(C=CC=C1)N1N=CC=C(C1=O)C(=O)NC1=NC=C(C=C1)C(C)(C)O)F